N=1C(=CN2C1C=CC=C2)N2C(CN(CC2)C(=O)OC(C)(C)C)=O tert-butyl 4-(imidazo[1,2-a]pyridin-2-yl)-3-oxopiperazine-1-carboxylate